2-[2-(5-isopropyl-3-methyl-cyclohexen-1-yl)ethyl]-1,3-dioxolane C(C)(C)C1CC(C=C(C1)CCC1OCCO1)C